tert-butyl (3R,4S)-4-((6-((5-(difluoromethoxy)-1H-pyrazol-3-yl)amino)pyrazin-2-yl)oxy)-3-fluoro-3-methylpiperidine-1-carboxylate FC(OC1=CC(=NN1)NC1=CN=CC(=N1)O[C@@H]1[C@](CN(CC1)C(=O)OC(C)(C)C)(C)F)F